C[C@@]12[C@@H]([C@@H](C[C@@H](O1)N3C4=C(C=C(C=C4)O)C5=C6C(=C7C8=C(N2C7=C53)C=CC(=C8O)O)C(=O)NC6=O)NC)OC The molecule is a indolocarbazole alkaloid that is staurosporine substituted by hydroxy groups at positions 3, 8 and 9 and an oxo group at position 7. Isolated from Cystodytes solitus, it exhibits cytotoxic activity. It has a role as a metabolite and an antineoplastic agent. It is an indolocarbazole, an indolocarbazole alkaloid, an organic heterooctacyclic compound and a polyphenol. It derives from a staurosporine.